2-amino-N-methylacetamide NCC(=O)NC